OC[C@H](CC1=CNC2=CC=C(C=C12)O)NC(OC(C)(C)C)=O tert-butyl (S)-(1-hydroxy-3-(5-hydroxy-1H-indol-3-yl)propan-2-yl)carbamate